CC1=C2C=CC=CC2=C(C=2C3=C(C=CC12)C=CC=C3)C 7,12-dimethyl-benzanthracene